NC([C@H](CCC(=O)OC(C)(C)C)N1C(C2=CC=C(C=C2C1C)B1OC(C(O1)(C)C)(C)C)=O)=O tert-butyl (4S)-5-amino-4-(3-methyl-1-oxo-5-(4,4,5,5-tetramethyl-1,3,2-dioxaborolan-2-yl)isoindolin-2-yl)-5-oxopentanoate